OC1=C(C2=C(N(C1=O)CC=1C=NC(=CC1)C1=CC=CC=C1)C=CS2)C(=O)O 6-hydroxy-5-oxo-4-[(6-phenylpyridin-3-yl)methyl]-4,5-dihydrothieno[3,2-b]pyridine-7-carboxylic acid